ClC1=CC=C2C(=N1)SC(=N2)C(=O)OCC ethyl 5-chlorothiazolo[5,4-b]pyridine-2-carboxylate